(S)-N-(5-(2-amino-[1,2,4]triazolo[1,5-a]pyridin-7-yl)-2-methoxypyridin-3-yl)-3-(3,5-difluorophenyl)isoxazolidine-2-carboxamide NC1=NN2C(C=C(C=C2)C=2C=C(C(=NC2)OC)NC(=O)N2OCC[C@H]2C2=CC(=CC(=C2)F)F)=N1